methyl tertiary butyl ketone oxime C(C)(C)(C)C(C)=NO